7-bromo-6,8-difluoro-3,3-dimethyl-3,4-dihydroquinoxalin-2(1H)-one BrC1=C(C=C2NC(C(NC2=C1F)=O)(C)C)F